CO[C@@H]([C@@H](C)N)C (2R,3R)-3-methoxybutan-2-amine